O=C1NC(CCC1N1C(=NC2=CC=CC(=C2C1=O)OCCN1CCN(CC1)C1=C(C=C(C#N)C=C1)F)C)=O 4-(4-(2-((3-(2,6-dioxopiperidin-3-yl)-2-methyl-4-oxo-3,4-dihydroquinazolin-5-yl)oxy)ethyl)piperazin-1-yl)-3-fluorobenzonitrile